NC1=C2N(C(N(C2=NC(=N1)[S@](=O)(=N)CC)CC1=CC=C(C=C1)Cl)=O)C(=O)N(CCC)C |r| 6-amino-9-[(4-chlorophenyl)methyl]-2-[S(R)-ethylsulphonimidoyl]-N-methyl-8-oxo-N-propyl-purine-7-carboxamide